C1(CC=CC1)CCCC(=O)O 4-(3-cyclopenten-1-yl)butyric acid